C1(CCCCC1)CCC(=O)OCC=C cyclohexanepropionic acid, 2-propenyl ester